N-((2-(2,6-Dioxopiperidin-3-yl)-1-oxoisoindolin-5-yl)methyl)-7-(trifluoromethyl)benzo[b]thiophene-2-carboxamide O=C1NC(CCC1N1C(C2=CC=C(C=C2C1)CNC(=O)C1=CC2=C(S1)C(=CC=C2)C(F)(F)F)=O)=O